N[C@H](CNC(OC(C)(C)C)=O)C(F)(F)F tert-butyl (R)-(2-amino-3,3,3-trifluoropropyl)carbamate